C1(CC1)C1=CC=C(C=C1)[C@@]1(C[C@@H](N[C@@H](C1)C=1N=NN(C1)C)C)O (2S,4S,6S)-4-(4-cyclopropylphenyl)-2-methyl-6-(1-methyltriazol-4-yl)piperidin-4-ol